NC1=CC=C(C=N1)N1CC(CC1=O)NC(OC(C)(C)C)=O tert-butyl N-[1-(6-amino-3-pyridyl)-5-oxo-pyrrolidin-3-yl]carbamate